2-{2-[cis-3-(5-amino-8-methoxy[1,2,4]triazolo[1,5-c]quinazolin-2-yl)cyclobutyl]pyrimidin-5-yl}propan-2-ol NC1=NC=2C=C(C=CC2C=2N1N=C(N2)[C@H]2C[C@H](C2)C2=NC=C(C=N2)C(C)(C)O)OC